2-(1-(6,7-dimethoxyquinazolin-4-yl)piperidin-4-yl)-2-methylpropan COC=1C=C2C(=NC=NC2=CC1OC)N1CCC(CC1)C(C)(C)C